ONC(\C=C\C1=C(C=CC=C1)N1CCC(CC1)NC(CC1=CC=C(C=C1)SC)=O)=O (E)-N-hydroxy-3-(2-(4-(2-(4-(methylthio)phenyl)acetamido)piperidin-1-yl)phenyl)acrylamide